OC(CC(=O)O)(C)O 3,3-dihydroxybutyric acid